Cl.CC1=CC(=CS1)N 5-methylthiophen-3-amine hydrochloride